N-[3-(1-piperidinyl)propyl]thiophene-2-carboxamide N1(CCCCC1)CCCNC(=O)C=1SC=CC1